BrC1=CC=C2C(=NC=NC2=C1)C 7-bromo-4-methylquinazoline